C(C1=CC=CC=C1)N1C2C3C(OC4=C5C(N3CC1CC2)=NC(=NC5=C(C(=N4)Cl)F)S(=O)(=O)C)C(F)F 14-benzyl-2-chloro-5-(difluoromethyl)-1-fluoro-12-(methylsulfonyl)-5a,6,7,8,9,10-hexahydro-5H-4-oxa-3,10a,11,13,14-pentaaza-6,9-methanonaphtho[1,8-ab]heptalene